2-(4-iodobutyloxy)tetrahydro-2H-pyran ICCCCOC1OCCCC1